3-{3-[(dimethylamino)methyl]-1-[3-(5-fluoropyridin-3-yl)propyl]-4-hydroxypiperidin-4-yl}benzamide CN(C)CC1CN(CCC1(O)C=1C=C(C(=O)N)C=CC1)CCCC=1C=NC=C(C1)F